ClC=1SC(=CN1)CN1C=CC=C2C1=NC(N(C2=O)C(C)CC(C)C)=O 8-((2-chlorothiazol-5-yl)methyl)-3-(4-methylpentan-2-yl)pyrido[2,3-d]pyrimidine-2,4(3H,8H)-dione